[Si](C1=CC=CC=C1)(C1=CC=CC=C1)(C(C)(C)C)OCC(N)C1COC1 2-((tert-butyldiphenylsilyl)oxy)-1-(oxetan-3-yl)ethan-1-amine